methyl 5-(5-(((1S,3S)-3-(methoxycarbonyl)cyclohexyl)oxy)-6-methylpyridin-2-yl)-3-methylisoxazole-4-carboxylate COC(=O)[C@@H]1C[C@H](CCC1)OC=1C=CC(=NC1C)C1=C(C(=NO1)C)C(=O)OC